O(C#N)OC1=C(C(=O)[O-])C=CC(C1=CC1=C(C=CC=C1)C)=CC1C(C=CC=C1)=CCCCCCCC cyanato-2-octylidene-benzylidene-2-methyl-benzylidene-salicylate